OCCNCCCNP(=O)(N)N (3-((2-hydroxyethyl)amino)propyl)phosphoramide